CC=1C(=C(C=C(C1)C(F)(F)F)O)C=1C=CC=2C(N1)=NN(C2)[C@@H]2COCCC2 3-methyl-2-[2-[(3S)-tetrahydropyran-3-yl]pyrazolo[3,4-b]pyridin-6-yl]-5-(trifluorometh-yl)phenol